C(C1=CC=CC=C1)N1N=CC(=C1)C(=O)N1CC2(CN(C2)C(=O)OC(C)(C)C)C(C1)C(N[C@H](C(=O)NC)[C@@H](C)OC)=O tert-butyl 6-(1-benzyl-1H-pyrazole-4-carbonyl)-8-(((2S,3R)-3-methoxy-1-(methylamino)-1-oxobutan-2-yl)carbamoyl)-2,6-diazaspiro[3.4]octane-2-carboxylate